3-(6-(trifluoromethyl)pyridin-3-yl)cyclobutan-1-ol FC(C1=CC=C(C=N1)C1CC(C1)O)(F)F